ICC(=O)O[C@H]1[C@]2([C@H]3[C@]([C@H]([C@@H]([C@@](C1)(C=C)C)O)C)(C[C@@H](C3=O)O)CC[C@H]2C)C (2S,3aR,4R,5R,7S,8S,9R,9aS,12R)-2,8-dihydroxy-4,7,9,12-tetramethyl-3-oxo-7-vinyldecahydro-4,9a-propanocyclopenta[8]annulen-5-yl 2-iodoacetate